5-(4-(2-(1-Aminocyclopropyl)ethyl)piperazin-1-yl)-2-(2,6-dioxopiperidin-3-yl)isoindoline NC1(CC1)CCN1CCN(CC1)C=1C=C2CN(CC2=CC1)C1C(NC(CC1)=O)=O